ClC1=CC2=C(N(C(N=C2)=O)C=2C(=NC=NC2C(C)C)C(C)C)N=C1Cl 6,7-dichloro-1-(4,6-diisopropylpyrimidin-5-yl)pyrido[2,3-d]Pyrimidin-2(1H)-one